ClC1=CC(=C2CCN(C(C2=C1)=O)[C@H](C1=CC(=C(C=C1)F)C)C1CC1)C=1C(=NC=CC1)C(F)(F)F (S)-7-chloro-2-(cyclopropyl-(4-fluoro-3-methylphenyl)methyl)-5-(2-(trifluoromethyl)pyridin-3-yl)-3,4-dihydroisoquinolin-1(2H)-one